4-(4-amino-7-bromo-2-{4-[(2-fluoroacrylamino)]phenyl}-1-methylpyrrolo[3,2-c]pyridin-3-yl)-2-fluoro-6-methoxy-N-(2,2,2-trifluoroethyl)benzamide NC1=NC=C(C2=C1C(=C(N2C)C2=CC=C(C=C2)NC(=O)C(=C)F)C2=CC(=C(C(=O)NCC(F)(F)F)C(=C2)OC)F)Br